(5-(N,N-dimethylsulfamoyl)-2-isopropoxybenzylidene)ruthenium(VI) chloride CN(S(=O)(=O)C=1C=CC(=C(C=[Ru](Cl)(Cl)(Cl)Cl)C1)OC(C)C)C